2-benzyl-3-chloro-5-methyl-1,2-oxazol-2-ium chloride [Cl-].C(C1=CC=CC=C1)[N+]=1OC(=CC1Cl)C